C(C=C)(=O)N1CCNCC1 4-prop-2-enoylpiperazine